E-2-Methyl-3-[3'-(adamantan-1-yl)4-hydroxybiphenyl-4-yl]acrylic Acid C/C(/C(=O)O)=C\C1(CC=C(C=C1)C1=CC(=CC=C1)C12CC3CC(CC(C1)C3)C2)O